5-[[2-[(2R,5S)-2-(1H-Indazol-5-yl)-5-methyl-1-piperidyl]-2-oxo-acetyl]amino]pyridine-3-carboxamide N1N=CC2=CC(=CC=C12)[C@@H]1N(C[C@H](CC1)C)C(C(=O)NC=1C=C(C=NC1)C(=O)N)=O